6-oxa-2-azaspiro[3.4]octan-2-ium 2,2,2-trifluoroacetate FC(C(=O)[O-])(F)F.C1[NH2+]CC12COCC2